1-ethyl-3-(3-fluoro-4-methylphenyl)-8-((tetrahydro-2H-pyran-4-yl)methyl)-1,3,8-triazaspiro[4.5]decane-2,4-dione C(C)N1C(N(C(C12CCN(CC2)CC2CCOCC2)=O)C2=CC(=C(C=C2)C)F)=O